C(C)(C)N1N=CC(=C1C1=NC=C(C(=N1)NCC1=CC=C(C=C1)C=1N(C=C(N1)C(F)(F)F)C)OC)OC 2-(1-Isopropyl-4-methoxy-1H-pyrazol-5-yl)-5-methoxy-N-(4-(1-methyl-4-(trifluoromethyl)-1H-imidazol-2-yl)benzyl)pyrimidin-4-amine